5-(Chloromethyl)-3-fluoropyridine ClCC=1C=C(C=NC1)F